3-ethynyl-6,6-dimethyl-8-(4-(methylamino)piperidin-1-yl)-11-oxo-6,11-dihydro-5H-benzo[b]carbazole-9-carbonitrile C(#C)C1=CC=C2C=3C(C4=C(C(C3NC2=C1)(C)C)C=C(C(=C4)C#N)N4CCC(CC4)NC)=O